C[N+]1(CCC(CC1)C(=O)I)C 1,1-dimethylpiperidin-1-ium-4-carboxylic acid iodide